methyl-propylpyrrolidinium bis(trifluoromethylsulfonyl)imide [N-](S(=O)(=O)C(F)(F)F)S(=O)(=O)C(F)(F)F.C[N+]1(CCCC1)CCC